1-((1,4-dimethyl-1H-pyrazol-3-yl)methyl)-6-(4-methoxypyrrolo[2,1-f][1,2,4]triazin-5-yl)-2-methyl-1H-imidazo[4,5-b]pyridine CN1N=C(C(=C1)C)CN1C(=NC2=NC=C(C=C21)C=2C=CN1N=CN=C(C12)OC)C